4'-((2,6-difluoro-4-(propoxymethyl)phenyl)ethynyl)-3,5-difluoro-2'-(trifluoromethyl)-[1,1'-biphenyl]-4-carbonitrile FC1=C(C(=CC(=C1)COCCC)F)C#CC1=CC(=C(C=C1)C1=CC(=C(C(=C1)F)C#N)F)C(F)(F)F